5-chloro-2-methoxy-N-[3-(propan-2-yl)-5,6-dihydropyrido[3,2-f][1,2,4]triazolo[4,3-d][1,4]oxazepin-10-yl]benzenesulfonamide ClC=1C=CC(=C(C1)S(=O)(=O)NC1=CC=2C=3N(CCOC2N=C1)C(=NN3)C(C)C)OC